C1NCC2C1CCC2 hexahydro-1H-cyclopenta[c]pyrrole